N1N=CC2=NC=C(C=C21)S(=O)(=O)Cl 1H-pyrazolo[4,3-b]pyridine-6-sulfonyl chloride